(R)-N2-(1-cyclopropylethyl)-N4-(1,3-dimethoxypropan-2-yl)-6-(6-(trifluoromethyl)pyridin-2-yl)-1,3,5-triazine-2,4-diamine C1(CC1)[C@@H](C)NC1=NC(=NC(=N1)NC(COC)COC)C1=NC(=CC=C1)C(F)(F)F